2-((1R,2S)-1-(5-chloro-2-cyanophenyl)-1-(1-methyl-1H-pyrazol-4-yl)propan-2-yl)-5-hydroxy-N-(isoxazol-4-yl)-1-methyl-6-oxo-1,6-dihydropyrimidine-4-carboxamide ClC=1C=CC(=C(C1)[C@@H]([C@H](C)C=1N(C(C(=C(N1)C(=O)NC=1C=NOC1)O)=O)C)C=1C=NN(C1)C)C#N